ClC=1C=C(C=CC1Cl)C1N(CCC(C1)N1C(NC2=C1C=CC=C2O)=O)C(=O)N (3,4-dichlorophenyl)-4-(4-hydroxy-2-oxo-2,3-dihydro-1H-1,3-benzodiazol-1-yl)piperidine-1-carboxamide